C1NCC12CNCC2C=O 2,6-diazaspiro[3.4]octane-8-carbaldehyde